CS(=O)(=O)CC1=NC=CC(=C1)NC=1N=CC2=C(N1)CN(CC2)C(=O)OC(C)(C)C tert-butyl 2-((2-((methylsulfonyl)methyl)pyridin-4-yl)amino)-5,8-dihydropyrido[3,4-d]pyrimidine-7(6H)-carboxylate